ClC1=CC=C(C=C1)C1=CC=C(N1C1=C(C=CC=C1)C(F)(F)F)C1=CC=C(C(=O)O)C=C1 4-[5-(4-chlorophenyl)-1-[2-(trifluoromethyl)phenyl]Pyrrol-2-yl]Benzoic acid